1-isobutyl-4-hydroxy-3,5-diisopropylpyrazole C(C(C)C)N1N=C(C(=C1C(C)C)O)C(C)C